(3-hydroxy-3-methylbutyl) 4-methylbenzenesulfonate CC1=CC=C(C=C1)S(=O)(=O)OCCC(C)(C)O